C1=CC=CC=2C3=CC=CC=C3C(C12)COC(=O)N[C@H](C(=O)O)CC1=CC=C(C=C1)C=1N=NC=CC1 (S)-2-((((9H-fluoren-9-yl)methoxy)carbonyl)amino)-3-(4-(pyridazin-3-yl)phenyl)propanoic acid